CC1(CC(C1)C1=NC2=NC=NC(=C2N1)C(=O)NCC1=CC(=CC(=C1)C=1C=NN(C1)C1=CC=C(C=C1)F)F)C 8-(3,3-Dimethylcyclobutyl)-N-(3-fluoro-5-(1-(4-fluorophenyl)-1H-pyrazol-4-yl)benzyl)-7H-purine-6-carboxamide